Cl.FC(C=1C(=C(C=CC1)[C@@H](C)NC1=CC(=NC2=CC=C(C=C12)N1CCNCC1)C)F)F (R)-N-(1-(3-(difluoromethyl)-2-fluorophenyl)ethyl)-2-methyl-6-(piperazin-1-yl)quinoline-4-amine hydrochloride